3-(1-(1-methyl-1H-pyrrolo[2,3-b]pyridin-6-yl)-1H-imidazol-2-yl)-2-(6-methyl-4-(trifluoromethyl)pyridin-2-yl)hexahydrocyclopenta[c]pyrrol-1(2H)-one CN1C=CC=2C1=NC(=CC2)N2C(=NC=C2)C2C1C(C(N2C2=NC(=CC(=C2)C(F)(F)F)C)=O)CCC1